C(C)NC=1C=C(C=C2C(C(NC12)=O)(C)N1C[C@@H](CCC1)NC1=CC=C(C#N)C=C1)F 4-[[(3R)-1-[7-(ethylamino)-5-fluoro-3-methyl-2-oxo-indolin-3-yl]-3-piperidyl]amino]benzonitrile